CC1=C(C=CC=C1)NC(N(C)C)=O 3-(o-methylphenyl)-1,1-Dimethylurea